3-((4-chloro-1-methyl-1H-pyrazol-5-yl)methyl)-2-(3-fluoro-4-methoxybenzyl)isoindolin-1-one ClC=1C=NN(C1CC1N(C(C2=CC=CC=C12)=O)CC1=CC(=C(C=C1)OC)F)C